methyl ((3S,5R,8R,9S,10S,13R,14S,17R)-14-hydroxy-10,13-dimethyl-17-(5-oxo-2,5-dihydrofuran-3-yl)hexadecahydro-1H-cyclopenta[a]phenanthren-3-yl)(methyl)carbamate O[C@]12[C@@H]3CC[C@@H]4C[C@H](CC[C@@]4([C@H]3CC[C@@]2([C@H](CC1)C=1COC(C1)=O)C)C)N(C(OC)=O)C